3-Iodo-6-(4-oxopiperidin-1-yl)imidazo[1,2-b]pyridazine IC1=CN=C2N1N=C(C=C2)N2CCC(CC2)=O